6-(3-amino-3-methylbut-1-yn-1-yl)-4-(6-(6-((5-fluoro-6-methoxypyridin-3-yl)methyl)-3,6-diazabicyclo[3.1.1]heptan-3-yl)pyridin-3-yl)pyrazolo[1,5-a]pyridin-3-carbonitrile NC(C#CC=1C=C(C=2N(C1)N=CC2C#N)C=2C=NC(=CC2)N2CC1N(C(C2)C1)CC=1C=NC(=C(C1)F)OC)(C)C